5-bromo-4-chloro-2-methoxyaniline BrC=1C(=CC(=C(N)C1)OC)Cl